(S)-2-Chloro-6-methyl-N-(4-(piperidin-3-yl)-phenyl)-isonicotinamid ClC=1C=C(C(=O)NC2=CC=C(C=C2)[C@H]2CNCCC2)C=C(N1)C